N,N-dimethylurea formate C(=O)O.CN(C(=O)N)C